N-(2-hydroxyethyl)-4-(7-(6-methylpyridin-2-yl)-2,3-dihydro-1H-pyrido[3,4-b][1,4]oxazin-1-yl)nicotinamide OCCNC(C1=CN=CC=C1N1C2=C(OCC1)C=NC(=C2)C2=NC(=CC=C2)C)=O